C1=NC=C(C2=CC=CC=C12)N1C(N(C[C@@H]1C#N)C1=NC(=CC=C1OC)C(F)(F)F)=O |r| Racemic-3-(isoquinolin-4-yl)-1-(3-methoxy-6-(trifluoromethyl)pyridin-2-yl)-2-oxoimidazolidine-4-carbonitrile